NC1=C(C(=NC=N1)OC1=C(C=C(C=C1)NC(=O)C=1C=NN(C1C(F)(F)F)C1=NC=CC(=C1)C)F)Cl N-[4-(6-amino-5-chloro-pyrimidin-4-yl)oxy-3-fluoro-phenyl]-1-(4-methyl-2-pyridyl)-5-(trifluoromethyl)pyrazole-4-carboxamide